5-(4-((3-ethyl-2-oxo-4-thioxo-1,2,3,4-tetrahydroquinazolin-7-yl)methylene)piperidin-1-yl)-N,6-dimethylpicolinamide C(C)N1C(NC2=CC(=CC=C2C1=S)C=C1CCN(CC1)C=1C=CC(=NC1C)C(=O)NC)=O